C(C)N(CC)CC(=O)NC1=C(C=CC=C1C)C N-diethylaminoacetyl-2,6-dimethylaniline